6-bromo-4-(6-chloro-5-fluoropyridin-3-yl)quinazoline BrC=1C=C2C(=NC=NC2=CC1)C=1C=NC(=C(C1)F)Cl